N-(diphenylmethylene)-3-hydroxy-L-phenylalanine methyl ester COC([C@@H](N=C(C1=CC=CC=C1)C1=CC=CC=C1)CC1=CC(=CC=C1)O)=O